(4-(2-cyano-7-((5-methoxy-7-methyl-1H-indol-4-yl)methyl)-7-azaspiro[3.5]nonan-6-yl)benzoyl)-L-phenylalanine C(#N)C1CC2(C1)CC(N(CC2)CC2=C1C=CNC1=C(C=C2OC)C)C2=CC=C(C(=O)N[C@@H](CC1=CC=CC=C1)C(=O)O)C=C2